CC1C(NC2=CC=CC(=C2N1)C)=O 3,5-dimethyl-3,4-dihydro-1H-quinoxalin-2-one